C(C=O)(=O)C12CN(CC(C1)C2)C(=O)OC(C)(C)C tert-butyl 1-oxaldehydoyl-3-azabicyclo[3.1.1]heptane-3-carboxylate